[1,3-bis(2,6-diisopropylphenyl)imidazolidin-2-ylidene](difluoromethyl)silver C(C)(C)C1=C(C(=CC=C1)C(C)C)N1C(N(CC1)C1=C(C=CC=C1C(C)C)C(C)C)=[Ag]C(F)F